C(C)(C)(C)OC(=O)N1C(C2=CC(=CC=C2CC1)CCC(=O)N(C)OC)C 7-(3-(methoxy(methyl)amino)-3-oxopropyl)-1-methyl-3,4-dihydroisoquinoline-2(1H)-carboxylic acid tert-butyl ester